trans-5-decaene CCCC\C=C\CCCC